C(C)(C)(C)OC(NCCCC(=O)NC=1SC=C(N1)C1=CC(=CC=C1)N)=O (4-((4-(3-Aminophenyl)thiazol-2-yl)amino)-4-oxobutyl)carbamic acid tert-butyl ester